COC1=CC=C(C=C(C(=O)OC)C#N)C=C1 methyl 4-methoxy-α-cyanocinnamate